7-(2-phenylacetylamino)-5-thia-1-azabicyclo[4.2.0]Oct-2-ene-2-carboxylate 5-oxide C1(=CC=CC=C1)CC(=O)NC1C2S(CC=C(N2C1)C(=O)[O-])=O